C1(CC1)S(=O)(=O)N1C[C@H]([C@H](CC1)NC1=NN2C=NC(=C(C2=N1)OC(C)C)C=1C=NNC1)C N-((3R,4S)-1-(cyclopropylsulfonyl)-3-methylpiperidin-4-yl)-8-isopropoxy-7-(1H-pyrazol-4-yl)-[1,2,4]triazolo[1,5-c]pyrimidin-2-amine